(S)-4-((2-cyanopyridin-3-yl)oxy)-N-(7-((3-hydroxyoxetan-3-yl)ethynyl)-5-methyl-4-oxo-2,3,4,5-tetrahydrobenzo[b][1,4]oxazepin-3-yl)picolinamide C(#N)C1=NC=CC=C1OC1=CC(=NC=C1)C(=O)N[C@@H]1C(N(C2=C(OC1)C=CC(=C2)C#CC2(COC2)O)C)=O